COC(NS(=O)(=O)C=1SC(=C(C1C1=CC=C(C=C1)CN1C(=NC=C1)C(C)(C)C)C)CC(C)C)=O ((3-(4-((2-(tert-butyl)-1H-imidazol-1-yl)methyl)phenyl)-5-isobutyl-4-methylthiophene-2-yl)sulfonyl)carbamic acid methyl ester